N,N-Diisopropyl-4-hydroxy-tryptamine C(C)(C)N(CCC1=CNC2=CC=CC(=C12)O)C(C)C